5-tert-butyl-2-((4,6-dichloropyrimidin-2-yl)thio)benzo[d]oxazole C(C)(C)(C)C=1C=CC2=C(N=C(O2)SC2=NC(=CC(=N2)Cl)Cl)C1